NC1=NN2C(C=CC(=C2)C=2C=CC(=C(C2)NC(=O)N2OCC[C@H]2C2=CC=C(C=C2)C#N)C)=N1 (S)-N-(5-(2-amino-[1,2,4]triazolo[1,5-a]pyridin-6-yl)-2-methylphenyl)-3-(4-cyanophenyl)isoxazolidine-2-carboxamide